bis(dimethylamino)DIMETHYLSILANE acetate ((Z)-3-hexen-1-yL-acetate) C(C\C=C/CC)CC(=O)O.C(C)(=O)O.CN(C)[Si](C)(C)N(C)C